C(CCCCCCCCC)[SiH](C1=CC=C(C=C1)C1=CC=CC=C1)C decylmethyl-(4-phenylphenyl)silane